C(C(C)C)(=O)C=1SC=C(C1C(=O)O)C 2-isobutyryl-4-methylthiophene-3-carboxylic acid